N-(4-fluoro-3-(2-((4-(4-methylpiperazin-1-yl)phenyl)amino)quinazolin-8-yl)phenyl)acrylamide FC1=C(C=C(C=C1)NC(C=C)=O)C=1C=CC=C2C=NC(=NC12)NC1=CC=C(C=C1)N1CCN(CC1)C